2,3,5-trifluoro-6-methoxyaniline FC1=C(N)C(=C(C=C1F)F)OC